2,6-Bis(benzyloxy)-3-(3-fluoro-4-(4-(3-methyl-4-(4,4,5,5-tetramethyl-1,3,2-dioxaborolan-2-yl)phenethyl)piperidin-1-yl)phenyl)pyridine C(C1=CC=CC=C1)OC1=NC(=CC=C1C1=CC(=C(C=C1)N1CCC(CC1)CCC1=CC(=C(C=C1)B1OC(C(O1)(C)C)(C)C)C)F)OCC1=CC=CC=C1